octyl-bis(diethylamino)methyl ethyl sulfide C(C)SC(N(CC)CC)(N(CC)CC)CCCCCCCC